Methyl L-tyrosinate N[C@@H](CC1=CC=C(C=C1)O)C(=O)OC